CN1C(=NC(=C1)[Sn](CCCC)(CCCC)CCCC)C(C)(C)O 2-(1-Methyl-4-(tributylstannyl)-1H-imidazol-2-yl)propan-2-ol